1-ethyl-4-(3-isopropoxy-4-aminophenyl)pyrazole C(C)N1N=CC(=C1)C1=CC(=C(C=C1)N)OC(C)C